(S)-3-amino-4-(2,4-dichlorophenyl)-butyric acid N[C@H](CC(=O)O)CC1=C(C=C(C=C1)Cl)Cl